S1C2=C(C(=C1)C(=O)NC=1C(=NC=C(C(=O)NCCCC#CC=3C=C4CN(C(C4=CC3)=O)C3C(NC(CC3)=O)=O)C1)NC1=C(C=CC=C1)C)C=CC=C2 5-(benzo[b]thiophene-3-carboxamido)-N-(5-(2-(2,6-dioxopiperidin-3-yl)-1-oxoisoindolin-5-yl)pent-4-yn-1-yl)-6-(o-tolylamino)nicotinamide